12-Amino-4,7,10-trioxadodecanoic acid NCCOCCOCCOCCC(=O)O